methyl propioloate C(C#C)(=O)OC